(Z)-4-((4-((6-chloro-1H-indol-3-yl)methylene)-2,5-dioxoimidazolidin-1-yl)methyl)-2-fluorobenzonitrile ClC1=CC=C2C(=CNC2=C1)\C=C\1/NC(N(C1=O)CC1=CC(=C(C#N)C=C1)F)=O